OC1=[NH+]C2=CC=CC=C2C2=C1C=CC=C2Cl 6-hydroxy-10-chlorobenzo[c]quinolinium